N-(1-cyanocyclopropyl)-5-((2,3-dihydrobenzo[b][1,4]dioxin-5-yl)amino)-7-(methylamino)pyrazolo[1,5-a]pyrimidine-3-carboxamide C(#N)C1(CC1)NC(=O)C=1C=NN2C1N=C(C=C2NC)NC2=CC=CC=1OCCOC12